CN1CC[C@]23[C@@H]4[C@H]1CC5=C2C(=C(C=C5)OC)O[C@H]3[C@H](C=C4)OC methylcodeine